butyl (1-(4-amino-6-chloro-5-fluoronicotinoyl)azetidin-3-yl)(methyl)carbamate NC1=C(C(=NC=C1C(=O)N1CC(C1)N(C(OCCCC)=O)C)Cl)F